CC(C)(C)C1=C(C(=C(C(=C1[N+](=O)[O-])C)C)C)[N+](=O)[O-] 1-(1,1-Dimethylethyl)-3,4,5-trimethyl-2,6-dinitrobenzene